5-methoxypyrimidin COC=1C=NC=NC1